ClC=1C=CC2=C(C[C@](O2)(C2=CC=CC=C2)CN[C@@H]2CC[C@@H](CC2)O)C1C1=C(C(=O)N)C=CC(=C1F)OC 2-((2S,4S)-5-chloro-2-(((cis-4-hydroxycyclohexyl)amino)methyl)-2-phenyl-2,3-dihydrobenzo-furan-4-yl)-3-fluoro-4-methoxybenzamide